2,5-dibromo-3-naphthylthiophene BrC=1SC(=CC1C1=CC=CC2=CC=CC=C12)Br